C1(=CC=CC=C1)C1=CC=C(C[C@@H]2C[C@H](NC2)C(=O)O)C=C1 |&1:11| (2S,4R) and (2S,4S)-4-(4-phenylbenzyl)pyrrolidine-2-carboxylic acid